3-(5-(((1R,2S)-2-((4-(methoxymethyl)cyclohexyl)amino)cyclohexyl)methyl)-1-oxoisoindolin-2-yl)piperidine-2,6-dione COCC1CCC(CC1)N[C@@H]1[C@H](CCCC1)CC=1C=C2CN(C(C2=CC1)=O)C1C(NC(CC1)=O)=O